C[C@]1([C@H](OCC2=CC=CC=C2)[C@@H](OCC2=CC=CC=C2)[C@H](OCC2=CC=CC=C2)[C@H](O1)CO[SiH](C)C)O[C@H]1[C@@H](O[C@@H]([C@H]([C@@H]1OCC1=CC=CC=C1)OCC1=CC=CC=C1)COCC1=CC=CC=C1)F 2-O-(Methyl-2,3,4-tri-O-benzyl-6-O-dimethylsilyl-α-D-glucopyranosyl)-3,4,6-tri-O-benzyl-β-D-glucopyranosyl fluoride